alpha-methyl-benzenemethanol CC(O)C1=CC=CC=C1